2-methoxy-(1-propene) COC(=C)C